N-{4-fluoro-3-[5-(3-methylpyridin-2-yl)-2H-pyrazolo[3,4-b]pyridin-2-yl]phenyl}-2-(2H3)methyl-4-methyl-1,3-oxazole-5-carboxamide FC1=C(C=C(C=C1)NC(=O)C1=C(N=C(O1)C([2H])([2H])[2H])C)N1N=C2N=CC(=CC2=C1)C1=NC=CC=C1C